2-chloro-4-fluoro-6-(trifluoromethyl)benzaldehyde ClC1=C(C=O)C(=CC(=C1)F)C(F)(F)F